2-(4-Acetylphenoxy)-4-hydroxybutyric acid methyl ester COC(C(CCO)OC1=CC=C(C=C1)C(C)=O)=O